ClC=1C=C(C=CC1)CN1N=C(N=C1)C(=O)O 1-[(3-chlorophenyl)methyl]-1,2,4-triazole-3-carboxylic acid